C(CCC)[P+](CCCC)(CCCC)CCCC.C(=O)([O-])C=1C=C(C=CC1)S(=O)(=O)[O-].C(CCC)[P+](CCCC)(CCCC)CCCC 3-carboxybenzenesulfonic acid tetrabutylphosphonium salt